(1R,3r)-3-((R)-1'-(7-(((R)-1-(4-chloro-2-fluorophenyl)ethyl)amino)-[1,2,4]triazolo[1,5-a]pyrimidin-5-yl)-[3,4'-bipiperidin]-1-yl)-1-methylcyclobutane-1-carboxylic acid ClC1=CC(=C(C=C1)[C@@H](C)NC1=CC(=NC=2N1N=CN2)N2CCC(CC2)[C@@H]2CN(CCC2)C2CC(C2)(C(=O)O)C)F